C1(CCC1)OC1=NC(=NC=2[C@]3([C@H](CCC12)[C@H](C(C(=C3)C#N)=O)C)C)C3=NC=NC1=CC=CC=C31 (6aR,7R,10aS)-4-cyclobutoxy-7,10a-dimethyl-8-oxo-2-(quinazolin-4-yl)-5,6,6a,7,8,10a-hexahydrobenzo[h]quinazoline-9-carbonitrile